mono(trimethylsilyl) borate B(O[Si](C)(C)C)([O-])[O-]